C1CC(CCC1C#N)N (1r,4r)-4-aminocyclohexane-1-carbonitrile